C(C)N1CCN(CC1)C1CCNCC1 1-ethyl-4-(piperidin-4-yl)piperazine